F[C@@H]1[C@@H](C1)C(=O)NC=1SC2=C(N1)C=CC(=C2)C=2C=NC=C(C2C)F (1s,2s)-2-fluoro-N-(6-(5-fluoro-4-methylpyridin-3-yl)benzo[d]thiazol-2-yl)cyclopropane-1-carboxamide